C(C)OC(\C=C\C(NC=1SC(=C(N1)C(N)=O)C1=CC=CC=C1)=O)=O (E)-3-(4-Carbamoyl-5-phenyl-thiazol-2-ylcarbamoyl)-acrylic acid ethyl ester